2-((R)-1-[1,4]Dioxan-2-ylmethoxy)-9-pentyl-6,7-dihydro-pyrimido[6,1-a]isoquinolin-4-one O1[C@H](COCC1)COC1=NC(N2C(C3=CC=C(C=C3CC2)CCCCC)=C1)=O